2,3-dihydroxy-5-(5,7-dihydroxy-3-{[(3,4,5-trihydroxyphenyl)carbonyl]oxy}-3,4-dihydro-2H-chromen-2-yl)phenolate OC1=C(C=C(C=C1O)C1OC2=CC(=CC(=C2CC1OC(=O)C1=CC(=C(C(=C1)O)O)O)O)O)[O-]